CC1(C(OB(O1)C1=CC=CC=2C3=CC=CC=C3NC12)(C)C)C 1-(tetramethyl-1,3,2-dioxaborolan-2-yl)-9H-carbazole